N-(4-(1-(6-(2-oxa-5-azabicyclo[2.2.1]heptan-5-yl)-4-methylpyridin-2-yl)-1H-1,2,3-triazol-4-yl)-3-(6-azaspiro[2.5]octan-6-yl)phenyl)-2-hydroxyethane-1-sulfonamide C12OCC(N(C1)C1=CC(=CC(=N1)N1N=NC(=C1)C1=C(C=C(C=C1)NS(=O)(=O)CCO)N1CCC3(CC3)CC1)C)C2